C(C)(C)(C)OC(=O)N1C[C@@H]([C@@H](CC1)NC(=O)OCC1=CC=CC=C1)N (3S,4R)-3-amino-4-(benzyloxycarbonylamino)piperidine-1-carboxylic acid tert-butyl ester